(5R,11R,13S,14S)-11-(4-(dimethylamino)phenyl)-5-hydroxy-13-methyl-1,4,5,6,7,8,11,12,13,14,15,16-dodecahydrospiro[cyclopenta[a]phenanthrene-3,2'-[1,3]dioxolan]-17(2H)-one CN(C1=CC=C(C=C1)[C@H]1C[C@@]2(C(CC[C@H]2C2CC[C@]3(CC4(OCCO4)CCC3=C12)O)=O)C)C